C(C)OC(C1=C(N=C(C(=C1C)Cl)C(F)(F)F)OC=1C(=NC(=CC1)F)C)=O ethyl-5-chloro-2-((6-fluoro-2-methylpyridin-3-yl)oxy)-4-methyl-6-(trifluoromethyl)nicotinic acid